(3,5-dichlorophenyl)(2,4,6-trimethoxyphenyl)iodonium p-toluenesulfonate CC1=CC=C(C=C1)S(=O)(=O)[O-].ClC=1C=C(C=C(C1)Cl)[I+]C1=C(C=C(C=C1OC)OC)OC